FC=1C=C(OCC2[C@H]3CN(C[C@@H]23)C=2N=C3C(=NC2)N=C(N3C)C3=NC(=CC=C3)C(F)(F)F)C=C(C1)F (1R,5S,6S)-6-(3,5-difluorophenoxymethyl)-3-{3-methyl-2-[6-(trifluoromethyl)pyridin-2-yl]imidazo[4,5-b]pyrazin-5-yl}-3-azabicyclo[3.1.0]hexane